7-bromo-8-fluoro-3-nitro-1,6-naphthyridin-4-ol BrC1=NC=C2C(=C(C=NC2=C1F)[N+](=O)[O-])O